C(C)(C)(C)OC(=O)N(C=1SC(=C(N1)C(=O)OC)CC1(CC1)COC1=C(C=C(C=C1)C#CCN(C)C)F)C methyl 2-{[(tert-butoxy)carbonyl](methyl)amino}-5-{[1-({4-[3-(dimethylamino)prop-1-yn-1-yl]-2-fluorophenoxy}methyl)cyclopropyl]methyl}-1,3-thiazole-4-carboxylate